10-[4-[2-fluoro-5-[(4-oxo-3H-phthalazin-1-yl)methyl]benzoyl]piperazin-1-yl]-10-oxo-decanoic acid FC1=C(C(=O)N2CCN(CC2)C(CCCCCCCCC(=O)O)=O)C=C(C=C1)CC1=NNC(C2=CC=CC=C12)=O